(S)-3-(3-((allyloxy)carbonyl)phenyl)-2-(methylamino)propanoic acid C(C=C)OC(=O)C=1C=C(C=CC1)C[C@@H](C(=O)O)NC